Methyl (2R,3S,3aR,6aR)-3-amino-2-((((1s,4S)-4-(3-fluorophenyl)cyclohexyl)oxy)methyl)-hexahydrocyclopenta[b]pyrrole-1(2H)-carboxylate N[C@H]1[C@@H]2[C@H](N([C@H]1COC1CCC(CC1)C1=CC(=CC=C1)F)C(=O)OC)CCC2